N-(4-phenylpiperidin-4-yl)-4-(trifluoromethoxy)benzenesulfonamide ((2-(trimethylsilanyl)ethoxy)methyl)-4,6-dihydropyrrolo[3,4-d]imidazol-5(1H)-carboxylate C[Si](CCOCOC(=O)N1CC=2NC=NC2C1)(C)C.C1(=CC=CC=C1)C1(CCNCC1)NS(=O)(=O)C1=CC=C(C=C1)OC(F)(F)F